1-(2,6-dichlorophenyl)-5-(2,3-dihydroxypropoxy)-8-ethyl-2-methyl-1,6-naphthyridin-4(1H)-one ClC1=C(C(=CC=C1)Cl)N1C(=CC(C2=C(N=CC(=C12)CC)OCC(CO)O)=O)C